C(C)C=1C([N-]S(OC1C)(=O)=O)=O.[Na+] Sodium 5-ethyl-6-methyl-2,2,4-trioxo-3,4-dihydro-1,2lambda6,3-oxathiazin-3-ide